N-[(3-(anilinomethylene)-2-chloro-1-cyclohexen-1-yl)methylene]aniline tert-butyl-3-oxoazetidine-1-carboxylate C(C)(C)(C)OC(=O)N1CC(C1)=O.N(C1=CC=CC=C1)C=C1C(=C(CCC1)C=NC1=CC=CC=C1)Cl